tert-butyl [8-chloro-3-(morpholin-4-yl)pyrido[2,3-d]pyridazin-5-yl]acetate ClC=1N=NC(=C2C1N=CC(=C2)N2CCOCC2)CC(=O)OC(C)(C)C